methyl 8-(4-chlorophenyl)-9-(4-(4-(dimethoxymethyl)piperidin-1-yl)phenyl)-6,7-dihydro-5H-benzo[7]annulene-3-carboxylate ClC1=CC=C(C=C1)C=1CCCC2=C(C1C1=CC=C(C=C1)N1CCC(CC1)C(OC)OC)C=CC(=C2)C(=O)OC